FC(OC1=C(C(=O)N)C(=CC(=C1)C=1N(N=C2C=C(C=C(C12)OC(F)F)C=1C=NN(C1)C)C)OC)F 2-(difluoromethoxy)-4-[4-(difluoromethoxy)-2-methyl-6-(1-methylpyrazol-4-yl)indazol-3-yl]-6-methoxybenzamide